CC1=NNC(=C1B1OC(C(O1)(C)C)(C)C)C 3,5-dimethyl-4-(4,4,5,5-tetramethyl-1,3,2-dioxaborolan-2-yl)-1H-pyrazole